2-(((((1S,2S)-2-methoxy-2-methyl-5-(prop-1-en-2-yl)cyclohexyl)oxy)carbonyl)oxy)-5-vinylcyclohexyl acetate C(C)(=O)OC1C(CCC(C1)C=C)OC(=O)O[C@@H]1[C@@](CCC(C1)C(=C)C)(C)OC